3',6'-bis(ethylamino)-2',7'-dimethyl-spiro[isoindoline-1,9'-xanthen]-3-one C(C)NC=1C(=CC=2C3(C4=CC(=C(C=C4OC2C1)NCC)C)NC(C1=CC=CC=C13)=O)C